FC1=CC=C(C=C1)C1=CC(=C(C=C1)NC(OC(C)(C)C)=O)NC(C1=CC=C(C=C1)S(=O)(=N)C=1C=NC=CC1)=O tert-butyl N-[4-(4-fluorophenyl)-2-[[4-(3-pyridylsulfonimidoyl)benzoyl]amino]phenyl]carbamate